3-(3-fluoro-5-trifluoromethoxyphenyl)urea FC=1C=C(C=C(C1)OC(F)(F)F)NC(N)=O